CN1N=CC(=C1)S(=O)(=O)N1CCC(CC1)NC1=NC=C(C(=N1)O[C@@H]1COCC1)C(F)(F)F (S)-N-(1-((1-Methyl-1H-pyrazol-4-yl)sulfonyl)piperidin-4-yl)-4-((tetrahydrofuran-3-yl)oxy)-5-(Trifluoromethyl)pyrimidin-2-amine